Cl.Cl.COC1=CC=C(C=N1)N1[C@@H]2CN[C@H](C1)C2 (1S,4S)-2-(6-methoxypyridin-3-yl)-2,5-diazabicyclo[2.2.1]heptane dihydrochloride